NC=1C2=C(N=CN1)C(=CS2)[C@H]2[C@@H]([C@@H]([C@@](O2)(C#N)CO)O)F (2R,3R,4R,5S)-5-(4-aminothieno[3,2-d]pyrimidin-7-yl)-4-fluoro-3-hydroxy-2-(hydroxymethyl)tetrahydrofuran-2-carbonitrile